tert-butyl (R)-5-ethyl-1,2,3-oxathiazolidine-3-carboxylate 2,2-dioxide C(C)[C@@H]1CN(S(O1)(=O)=O)C(=O)OC(C)(C)C